t-butylperoxy-2,5-dimethylbenzoyl peroxide C(C)(C)(C)OOC=1C(=C(C(=O)OOC(C2=C(C(=CC(=C2)C)OOC(C)(C)C)C)=O)C=C(C1)C)C